(S)-3-(2-(3-(2-ethoxypropan-2-yl)-1-(2-(6-methylpyridin-3-yl)propan-2-yl)pyrrolidin-3-yl)ethyl)-1H-indole C(C)OC(C)(C)[C@@]1(CN(CC1)C(C)(C)C=1C=NC(=CC1)C)CCC1=CNC2=CC=CC=C12